5-((4-(4-chloro-6-methylpyridin-2-yl)piperazin-1-yl)methyl)-2-(2,6-dioxopiperidin-3-yl)isoindoline-1,3-dione ClC1=CC(=NC(=C1)C)N1CCN(CC1)CC=1C=C2C(N(C(C2=CC1)=O)C1C(NC(CC1)=O)=O)=O